COC1=C(CN(S(=O)(=O)C2=C(C=CC=C2OC)OC)C2=NOC(=C2)C2=C(C=CC(=C2)C2=CC=NN2)OC)C=CC(=C1)OC N-(2,4-Dimethoxybenzyl)-2,6-dimethoxy-N-(5-(2-methoxy-5-(1H-pyrazol-5-yl)phenyl)isoxazol-3-yl)benzenesulfonamide